C(C)(C)(C)OC(=O)N1C[C@H]([C@@H](C1)COS(=O)(=O)C1=CC=C(C)C=C1)COS(=O)(=O)C1=CC=C(C)C=C1 (3s,4s)-3,4-bis(p-toluenesulfonyloxymethyl)pyrrolidine-1-carboxylic acid tert-butyl ester